O[C@H]1[C@H](O[C@@H]([C@H]1O)CO)C=1N=CC2=C(N1)NC=C2C(=O)N ((2R,3R,4S,5R)-3,4-dihydroxy-5-(hydroxymethyl)tetrahydro-furan-2-yl)-7H-pyrrolo[2,3-d]pyrimidine-5-carboxamide